tert-Butyl 2-(3-((tert-butoxycarbonyl)(isopropyl)amino)propanamido)-3-(5-(dimethylcarbamoyl)benzo[d]thiazol-2-yl)-4,7-dihydrothieno[2,3-c]pyridine-6(5H)-carboxylate C(C)(C)(C)OC(=O)N(CCC(=O)NC1=C(C2=C(CN(CC2)C(=O)OC(C)(C)C)S1)C=1SC2=C(N1)C=C(C=C2)C(N(C)C)=O)C(C)C